4-fluorophenyl (7,8-difluoro-2-methylquinolin-3-yl)carbamate FC1=CC=C2C=C(C(=NC2=C1F)C)NC(OC1=CC=C(C=C1)F)=O